4-[3,4,5-tris(octadecyloxy)benzoyl]-5'-O-(4,4'-dimethoxytrityl)-3'-O-diisopropylphenylsilyldeoxycytidine C(CCCCCCCCCCCCCCCCC)OC=1C=C(C(=O)C2(NC(N([C@H]3C[C@H](O[Si](C4=CC=CC=C4)(C(C)C)C(C)C)[C@@H](COC(C4=CC=C(C=C4)OC)(C4=CC=C(C=C4)OC)C4=CC=CC=C4)O3)C=C2)=O)N)C=C(C1OCCCCCCCCCCCCCCCCCC)OCCCCCCCCCCCCCCCCCC